C(C(=O)OCC1=CC=CC2=CC=CC=C12)(=O)OC methyl (naphthalen-1-ylmethyl) oxalate